8-((3-Iodo-6-methyl-5,5-dioxido-6,11-dihydrodibenzo[c,f][1,2]thiazepin-11-yl)amino)octanoic acid hydrochloride salt Cl.IC1=CC2=C(C(C3=C(N(S2(=O)=O)C)C=CC=C3)NCCCCCCCC(=O)O)C=C1